CC1=CC(=NO1)NC(=O)C1=CC=CC2=CC(=CC=C12)B1OC(C(O1)(C)C)(C)C N-(5-methylisoxazol-3-yl)-6-(4,4,5,5-tetramethyl-1,3,2-dioxaborolan-2-yl)-1-naphthalenecarboxamide